(3-chloro-2-fluorophenyl)-[4-[[6-(1,3-thiazol-2-ylamino)pyridin-2-yl]methyl]piperazin-1-yl]methanone ClC=1C(=C(C=CC1)C(=O)N1CCN(CC1)CC1=NC(=CC=C1)NC=1SC=CN1)F